OC(C)(C)C=1C=C(SC1)S(=O)(N)=NC(NC1=C2C(=NC(=C1C(F)(F)F)C)CCC2)=O 4-(2-Hydroxypropan-2-yl)-N'-((2-methyl-3-(trifluoromethyl)-6,7-dihydro-5H-cyclopenta[b]pyridin-4-yl)carbamoyl)thiophene-2-sulfonimidamide